TELLURIUM-ZINC-CADMIUM [Cd].[Zn].[Te]